C(C)S(=O)(CC)=NC1=CC(=NC2=C(N=CC=C12)C1=CC=NN1C1OCCCC1)N1[C@@H](COCC1)C 4-{[diethyl(oxido)-λ6-sulfanylidene]amino}-2-[(3R)-3-methylmorpholin-4-yl]-8-[1-(tetrahydro-2H-pyran-2-yl)-1H-pyrazol-5-yl]-1,7-naphthyridine